3-[2-[(2R)-3-(3,4-dihydro-1H-isoquinolin-2-yl)-2-hydroxy-propyl]-1-oxo-3,4-dihydroisoquinolin-6-yl]oxazolidin-2-one C1N(CCC2=CC=CC=C12)C[C@H](CN1C(C2=CC=C(C=C2CC1)N1C(OCC1)=O)=O)O